(4,4-difluorohexahydropyridin-1-yl)-4-methylpyridin-2-amine FC1(CCN(CC1)C=1C(=NC=CC1C)N)F